(2R,3R)-3-(aminomethyl)-2-methylpyrrolidine-1-carboxylic acid tert-butyl ester C(C)(C)(C)OC(=O)N1[C@@H]([C@H](CC1)CN)C